2-({2-chloro-5-cyano-3-[4-(oxetan-3-yl)piperazin-1-yl]phenyl}amino)-4-(ethylamino)pyrazolo[1,5-a][1,3,5]triazine-8-carbonitrile ClC1=C(C=C(C=C1N1CCN(CC1)C1COC1)C#N)NC1=NC=2N(C(=N1)NCC)N=CC2C#N